(2S,3S)-2-amino-3-methyl-4-nitro-butyric acid methyl ester COC([C@H]([C@H](C[N+](=O)[O-])C)N)=O